1-((1R,5S)-8-(3-fluoropyridin-4-yl)-3,8-diazabicyclo[3.2.1]octan-3-yl)-3-(((E)-quinolin-5-ylmethylene)amino)propan-1-one FC=1C=NC=CC1N1[C@H]2CN(C[C@@H]1CC2)C(CC/N=C/C2=C1C=CC=NC1=CC=C2)=O